ClC1=CC=C(C(=N1)C(=O)OC)N[C@H](CO)C=1C=C(C=C2C(N(C(=NC12)CC)C)=O)C methyl 6-chloro-3-{[(1S)-1-(2-ethyl-3,6-dimethyl-4-oxo-3,4-dihydroquinazolin-8-yl)-2-hydroxyethyl]amino}pyridine-2-carboxylate